2-((5-chloro-2-methylphenyl)amino)-2-oxoacetic acid ClC=1C=CC(=C(C1)NC(C(=O)O)=O)C